5-chloro-N2-(5-chloro-2-methoxy-4-(4-(4-methylpiperazin-1-yl)piperidin-1-yl)phenyl)-N4-(1-methylindolin-6-yl)pyrimidine-2,4-diamine ClC=1C(=NC(=NC1)NC1=C(C=C(C(=C1)Cl)N1CCC(CC1)N1CCN(CC1)C)OC)NC1=CC=C2CCN(C2=C1)C